C1=C(C=CC=2OC3=C(C=CC21)C=C(C=C3)OCCO)OCCO 2,2'-(dibenzo[b,f]oxepine-2,8-diylbis(oxy))bis(ethan-1-ol)